CC=1C=CC=2N(C3=CC=CC=C3C2C1)C=1C=C(C=CC1)C1=C(C(=C(C(=C1C1=CC=C(C=C1)N1C2=CC=CC=C2C=2C=C(C=CC12)C)C1=CC(=CC=C1)N1C2=CC=CC=C2C=2C=C(C=CC12)C)C1=NC(=CC=C1)C)C#N)C1=CC(=CC=C1)N1C2=CC=CC=C2C=2C=C(C=CC12)C 3,3''-bis(3-methyl-9H-carbazol-9-yl)-5'-(3-(3-methyl-9H-carbazol-9-yl)phenyl)-6'-(4-(3-methyl-9H-carbazol-9-yl)phenyl)-4'-(6-methylpyridin-2-yl)-[1,1':2',1''-terphenyl]-3'-carbonitrile